(2-amino)(phenyl)methanone NC1=C(C=CC=C1)C=O